(4-{3-[(4-Bromophenyl)oxy]-2-hydroxypropyl}piperazin-1-yl)-3-(3-fluorophenyl)butan-2-ol BrC1=CC=C(C=C1)OCC(CN1CCN(CC1)CC(C(C)C1=CC(=CC=C1)F)O)O